ethyl-2-ethyl-4-methyl-1,3-dioxolane C(C)C1(OCC(O1)C)CC